(5-tert-butyl-2-methoxybenzyl)quinuclidine-3-amine C(C)(C)(C)C=1C=CC(=C(CC2N3CCC(C2N)CC3)C1)OC